(S)-3-(2-(dimethylamino)-2-oxoethoxy)-4-nitro-5-((oxetan-2-ylmethyl)amino)benzoic acid methyl ester COC(C1=CC(=C(C(=C1)NC[C@H]1OCC1)[N+](=O)[O-])OCC(=O)N(C)C)=O